N-[6-[4-[4-[(2,6-dioxo-3-piperidyl)amino]phenyl]-1-piperidyl]hexyl]-5-[rac-(2R)-2-(2,5-difluorophenyl)pyrrolidin-1-yl]pyrazolo[1,5-a]pyrimidine-3-carboxamide O=C1NC(CCC1NC1=CC=C(C=C1)C1CCN(CC1)CCCCCCNC(=O)C=1C=NN2C1N=C(C=C2)N2[C@H](CCC2)C2=C(C=CC(=C2)F)F)=O |r|